BrC1=C(C(=CC=C1)OC(F)(F)F)Cl 1-bromo-2-chloro-3-(trifluoromethoxy)benzene